C(=O)C1=CC=C(C=C1)C#CC=1C=C(C#N)C(=CN1)OC(C)C 2-((4-formylphenyl)ethynyl)-5-isopropoxyisonicotinonitrile